CC1=C(C2=C(N=N1)OC1=C2N=CN=C1NCC=1C=C(C=CC1)C1(CCC1)O)C 1-[3-[[(3,4-dimethylpyrimidino[4',5':4,5]furo[2,3-c]pyridazin-8-yl)amino]methyl]phenyl]cyclobutanol